NC=1C(=NC=CC1)NC1=CC(=CC(=N1)N=S(=O)(C)C)N1[C@@H](COCC1)C (R)-((6-((3-Aminopyridin-2-yl)amino)-4-(3-methylmorpholino)pyridin-2-yl)imino)dimethyl-λ6-sulfanone